ClC1=CC(=C(C=C1F)[C@H](NC([C@@H]1N(C[C@H](C1)F)C(C1=CC(=CC=C1)S(=O)(=O)C)=O)=O)C1COC1)F (4S)-N-((R)-(4-chloro-2,5-difluorophenyl)(3-oxetanyl)methyl)-4-fluoro-1-(3-(methylsulfonyl)benzoyl)-D-prolinamide